isoquinoline-1,5-dione C1(N=CC=C2C(C=CC=C12)=O)=O